3-chloro-4-methyl-2-oxo-1,2,5,7-tetrahydro-6H-pyrrolo[3,4-b]Pyridine-6-carboxylic acid tert-butyl ester C(C)(C)(C)OC(=O)N1CC=2NC(C(=C(C2C1)C)Cl)=O